ClC=1C=NC=C(C1[C@@H](C)OC=1C=C2C(=NNC2=CC1)C(=O)NC=1C=NN(C1)C1CCOCC1)Cl (R)-5-(1-(3,5-dichloropyridin-4-yl)ethoxy)-N-(1-(tetrahydro-2H-pyran-4-yl)-1H-pyrazol-4-yl)-1H-indazole-3-carboxamide